ClC=1C=C(OCC[C@H](C(=O)O)C)C=CC1C=1N(C2=NC=NC(=C2N1)OC1(CC1)C)CC1=C(C=CC=C1C)C |r| (racemic)-4-(3-chloro-4-(9-(2,6-dimethylbenzyl)-6-(1-methylcyclopropoxy)-9H-purin-8-yl)phenoxy)-2-methylbutanoic acid